tert-butyl N-[5-chloro-2-[(1S,2R)-2-nitrocyclohexyl]-3-phenyl-thieno[3,2-b]pyridin-7-yl]-N-(2-thienylmethyl)carbamate ClC1=CC(=C2C(=N1)C(=C(S2)[C@@H]2[C@@H](CCCC2)[N+](=O)[O-])C2=CC=CC=C2)N(C(OC(C)(C)C)=O)CC=2SC=CC2